(3-(3-hydroxyoxetan-3-yl)phenyl)(4-(5-(trifluoromethyl)pyridin-2-yl)piperazin-1-yl)methanone Tert-butyl-2-(6-(trifluoromethyl)pyridazin-3-yl)-1H-pyrrole-1-carboxylate C(C)(C)(C)OC(=O)N1C(=CC=C1)C=1N=NC(=CC1)C(F)(F)F.OC1(COC1)C=1C=C(C=CC1)C(=O)N1CCN(CC1)C1=NC=C(C=C1)C(F)(F)F